C(#N)C1=NC=C(N=C1)OC 2-cyano-5-methoxypyrazine